(S)-N-(1-(2,4-difluorophenyl)ethyl)-2-(6-fluoro-2,4-dioxo-1,4-dihydroquinazolin-3(2H)-yl)acetamide FC1=C(C=CC(=C1)F)[C@H](C)NC(CN1C(NC2=CC=C(C=C2C1=O)F)=O)=O